[C@H]12[C@@H](C[C@H](CC1)N2)C(=O)O |r| racemic-(1R,2R,4S)-7-azabicyclo[2.2.1]heptane-2-carboxylic acid